methyl undecenoate COC(=O)CCCCCCCCC=C